Monosodium phenylpropionate C1(=CC=CC=C1)OC(CC)=O.[Na]